N1(N=NN=C1)CCN1C=2N(C(C(=C1)C=1C=C3C=CC=NC3=CC1)=O)N=C(C2C2=CC=CC=C2)C2=CC=CC=C2 4-(2-(1H-tetrazol-1-yl)ethyl)-2,3-diphenyl-6-(quinolin-6-yl)pyrazolo[1,5-a]pyrimidin-7(4H)-one